C12CN(CC(CC1)N2)C2=NC(=NC1=C(C(=C(C=C21)F)C=2C=C(C=C(C2SC(F)(F)F)C)O)F)OCC2(CC2)CN2CCOCC2 3-(4-(3,8-diazabicyclo[3.2.1]octan-3-yl)-6,8-difluoro-2-((1-(morpholinomethyl)cyclopropyl)methoxy)quinazolin-7-yl)-5-methyl-4-((trifluoromethyl)thio)phenol